C1(=CC=CC=C1)C(O)(C1=CC=CC=C1)C(O)(C1=CC=CC=C1)C1=CC=CC=C1 benzopinacol